(S)-4-(((R)-2-methoxypropyl)(4-(5,6,7,8-tetrahydro-1,8-naphthyridin-2-yl)butyl)amino)-2-((7-methyl-7H-pyrrolo[2,3-d]pyrimidin-4-yl)amino)butanoic acid CO[C@@H](CN(CC[C@@H](C(=O)O)NC=1C2=C(N=CN1)N(C=C2)C)CCCCC2=NC=1NCCCC1C=C2)C